6-(2,6-dichlorophenyl)-8-methyl-2-((5-(1-(piperidin-4-yl)ethoxy)pyridin-2-yl)amino)pyrido[2,3-d]pyrimidin-7(8H)-one ClC1=C(C(=CC=C1)Cl)C1=CC2=C(N=C(N=C2)NC2=NC=C(C=C2)OC(C)C2CCNCC2)N(C1=O)C